N-(5-cyanopyrimidin-2-yl)-7-formyl-3,4-dihydro-1,8-naphthyridine-1(2H)-carboxamide C(#N)C=1C=NC(=NC1)NC(=O)N1CCCC2=CC=C(N=C12)C=O